N-[[6,7-dichloro-3-(1-tetrahydropyran-2-ylpyrazol-4-yl)-1H-indole-2-carbonyl]amino]formamide ClC1=CC=C2C(=C(NC2=C1Cl)C(=O)NNC=O)C=1C=NN(C1)C1OCCCC1